tert-butyl 4-{7-fluoroimidazo[1,2-a]pyridin-3-yl}-7-({5-[4-hydroxy-4-(hydroxymethyl)piperidin-1-yl]pyridin-2-yl}amino)-1-oxo-3H-isoindole-2-carboxylate FC1=CC=2N(C=C1)C(=CN2)C2=C1CN(C(C1=C(C=C2)NC2=NC=C(C=C2)N2CCC(CC2)(CO)O)=O)C(=O)OC(C)(C)C